3-(5-((8-(diethylamino)octyl)amino)benzofuran-3-yl)piperidine-2,6-dione C(C)N(CCCCCCCCNC=1C=CC2=C(C(=CO2)C2C(NC(CC2)=O)=O)C1)CC